2-(furan-2-yl)-4-methylene-tetrahydropyran O1C(=CC=C1)C1OCCC(C1)=C